7-((3-(difluoromethyl)piperidin-1-yl)methyl)-1H-pyrrolo[3,2-b]pyridine-5-carboxamide FC(C1CN(CCC1)CC1=C2C(=NC(=C1)C(=O)N)C=CN2)F